4-oxo-1,4-dihydro-quinoline-2-carboxylic acid O=C1C=C(NC2=CC=CC=C12)C(=O)O